7-(m-tolyl)-1H-indole-2-carboxylic acid C1(=CC(=CC=C1)C=1C=CC=C2C=C(NC12)C(=O)O)C